COC(=O)C1=CC=2N(C(=C1)OC)C(=CN2)C 5-methoxy-3-methyl-imidazo[1,2-a]Pyridine-7-carboxylic acid methyl ester